COC(C1=C(C=C(C=C1)OC1CC(C1)N1CCOC2(C1)CCN(CC2)C2=CC=C(C=C2)C(NC2C(C(C2(C)C)OC2=CC(=C(C=C2)C#N)OC)(C)C)=O)OC)=O 4-[3-[9-[4-[[3-(4-cyano-3-methoxy-phenoxy)-2,2,4,4-tetramethyl-cyclobutyl]carbamoyl]phenyl]-1-oxa-4,9-diazaspiro[5.5]undecan-4-yl]cyclobutoxy]-2-methoxy-benzoic acid methyl ester